(-)-2-(3-chloro-4-fluorophenyl)-2-((4-(((5-methylisoxazol-3-yl)amino)methyl)-1H-benzo[d]imidazol-2-yl)amino)propan-1-ol ClC=1C=C(C=CC1F)C(CO)(C)NC1=NC2=C(N1)C=CC=C2CNC2=NOC(=C2)C